8-Amino-3,4-dihydroisoquinolin-2(1H)-yl(2-(benzyloxy)-4,6-dihydroxyphenyl)methanone NC=1C=CC=C2CCN(CC12)C(=O)C1=C(C=C(C=C1O)O)OCC1=CC=CC=C1